(-)-beta-hydroxybutyric acid OC(CC(=O)O)C